2-(propan-2-yl)hexan-1-one CC(C)C(C=O)CCCC